FC=1C=C(OCCCC2CCN(CC2)C(=O)OC(C)(C)C)C=CC1CC(=O)N1CC(C1)CO tert-butyl 4-(3-(3-fluoro-4-(2-(3-(hydroxymethyl)azetidin-1-yl)-2-oxoethyl)phenoxy) propyl)piperidine-1-carboxylate